N-((5-fluoro-6-(thiazol-4-ylmethoxy)-1H-indol-2-yl)methyl)acetamide-2,2,2-d3 FC=1C=C2C=C(NC2=CC1OCC=1N=CSC1)CNC(C([2H])([2H])[2H])=O